C1(CC1)C[C@H]1C(N(CCN1)[C@H](C(=O)N1CCC(CC1)CC(=O)N)CCC)=O (1-{(S)-2-[(S)-3-(Cyclopropylmethyl)-2-oxo-1-piperazinyl]valeryl}-4-piperidyl)acetamide